Cl.ClC=1C=CC2=C(N(C3=C(CC2)C=CC=C3)CCCCNC/C=C/C(=O)NC)C1 (E)-4-{[4-(3-chloro-10,11-dihydro-5H-dibenzo[b,f]azepin-5-yl)butyl]amino}-N-methyl-but-2-enamide hydrochloride